N[C@]1(CN(CCC1)C=1C(=CC(=NC1)C1=NC(=C(C=C1)OC)Cl)CN1C2=NC=NC(=C2N=C1)N)C1=NC(=CC=C1)Cl (R)-9-((5-(3-amino-3-(6-chloropyridin-2-yl)piperidin-1-yl)-6'-chloro-5'-methoxy-[2,2'-bipyridin]-4-yl)methyl)-9H-purin-6-amine